(R)-3-amino-2-(((benzyloxy)carbonyl)amino)propionic acid cyclopropyl ester HCl salt Cl.C1(CC1)OC([C@@H](CN)NC(=O)OCC1=CC=CC=C1)=O